O1CCOC2=C1C=CC=C2B(O)O 2,3-dihydro-1,4-benzodioxin-5-ylboronic acid